C(C)S(=O)(=O)N1CC2=C(CC1)C(=NN2)C(=O)N2CCC(CC2)C2=C(C=CC=C2)C(F)(F)F (6-(ethylsulfonyl)-4,5,6,7-tetrahydro-1H-pyrazolo[3,4-c]pyridin-3-yl)(4-(2-(trifluoromethyl)phenyl)piperidin-1-yl)methanone